FC1=CC(=C(C=C1)N1CN(C(C2=CC=C(C=C12)C)=O)C=1C(=NC(=CC1)OC)C)C(C)C 1-(4-fluoro-2-isopropylphenyl)-3-(6-methoxy-2-methylpyridin-3-yl)-7-methyl-2,3-dihydroquinazolin-4(1H)-one